scandium pentahydrate O.O.O.O.O.[Sc]